ClC(C(=O)C1=CNC2=CC=C(C=C12)C(=O)OC)=O methyl 3-(2-chloro-2-oxoacetyl)-1H-indole-5-carboxylate